CNC(=O)C1=NN(C2=CC=CC=C12)C1=CC=C(C=C1)C(F)(F)F N-methyl-1-(4-(trifluoromethyl)phenyl)-1H-indazole-3-carboxamide